C(C)(=O)NC1=CC=C(C(=O)N2CCN(CC2)C2=C(C=CC=C2)N(S(=O)(=O)C=2C=CC3=C(C(=CO3)C)C2)CCC2=CC=CC=C2)C=C1 5-(N-(2-(4-(4-Acetylaminobenzoyl)piperazin-1-yl)phenyl)-N-phenethylsulfamoyl)-3-methylbenzofuran